(R)-3-(2-chloro-5-(hydroxymethyl)pyrimidin-4-yl)-10-methyl-9,10,11,12-tetrahydro-8H-[1,4]diazepino[5',6':4,5]thieno[3,2-f]quinolin ClC1=NC=C(C(=N1)C1=NC=2C=CC3=C(C2C=C1)C1=C(S3)CN[C@@H](CN1)C)CO